O=C1NC(CCC1N1C(C2=CC=C(C=C2C1=O)N1CCN(CC1)CCCN(C)CCCN1[C@H](CN(CC1)C1=NC=NC(=C1)C1=NNC2=CC=C(C=C12)OC(C)C)C)=O)=O 2-(2,6-dioxo-3-piperidyl)-5-[4-[3-[3-[(2S)-4-[6-(5-isopropoxy-1H-indazol-3-yl)pyrimidin-4-yl]-2-methyl-piperazin-1-yl]propyl-methyl-amino]propyl]piperazin-1-yl]isoindoline-1,3-dione